(4-(7H-pyrrolo[2,3-d]pyrimidin-4-yl)-3,4-dihydro-2H-1,4-thiazin-6-yl)((3S,4R)-3-amino-4-hydroxypiperidin-1-yl)methanone hydrochloride Cl.N1=CN=C(C2=C1NC=C2)N2CCSC(=C2)C(=O)N2C[C@@H]([C@@H](CC2)O)N